CC1=NOC(=C1C=1C=C2C(=NC1)C(=CN2[C@@H](C)C2=NC=CC=C2)C2=CC=C(C(=O)O)C=C2)C 4-[6-(3,5-dimethyl-1,2-oxazol-4-yl)-1-[(1S)-1-pyridin-2-ylethyl]pyrrolo[3,2-b]pyridin-3-yl]benzoic acid